C12CCC(CC1)C2 Norbornan